2-bromo-4-fluoro-1-(1-((2-methoxyethoxy)methoxy)propan-2-yl)benzene BrC1=C(C=CC(=C1)F)C(COCOCCOC)C